C(C)OC(C[C@@H](CCl)O)=O (S)-4-chloro-3-hydroxybutyric acid ethyl ester